2,2-bis-[4-(2-hydroxyethoxy)phenyl]propane OCCOC1=CC=C(C=C1)C(C)(C)C1=CC=C(C=C1)OCCO